CN1CCN(C2CCC12)C(=O)OC(C)(C)C tert-butyl 5-methyl-2,5-diazabicyclo[4.2.0]octane-2-carboxylate